4-(1H-pyrazol-5-yl)phenol N1N=CC=C1C1=CC=C(C=C1)O